COC=1C=C(C=CC1[N+](=O)[O-])S(=O)(=O)N(COCC[Si](C)(C)C)COCC[Si](C)(C)C 3-methoxy-4-nitro-N,N-bis((2-(trimethylsilyl)ethoxy)methyl)-benzenesulfonamide